C(C)N(CC)S(F)(F)F Diethylaminosulfur trifluoride